BrC1=C2C=C(N(C2=C(C=C1Cl)F)S(=O)(=O)C1=CC=C(C)C=C1)S(=O)(=O)Cl 4-bromo-5-chloro-7-fluoro-1-tosyl-1H-indole-2-sulfonyl chloride